5-(4-((1,4-Dioxazin-2-yl)difluoromethoxy)phenyl)-2-oxo-6-(trifluoromethyl)-1,2-dihydropyridine-3-carboxamide O1N(COC=C1)C(OC1=CC=C(C=C1)C=1C=C(C(NC1C(F)(F)F)=O)C(=O)N)(F)F